2-[(2S)-2-aminopropyl]-N-[(furan-2-yl)methyl]-3-methylthieno[3,2-b]pyridin N[C@H](CC1C(=C2N(C=CC=C2S1)CC=1OC=CC1)C)C